N'-(3-methyl-2-hydroxybenzylidene)-2-((3-methyl-5-cyanophenyl)amino)butanoyl-hydrazine potassium 4-iodo-2-sulfobenzoate salt IC1=CC(=C(C(=O)[O-])C=C1)S(=O)(=O)O.[K+].CC=1C(=C(C=NNC(C(CC)NC2=CC(=CC(=C2)C#N)C)=O)C=CC1)O